CC1=C(C(=CC(=C1)C)C)N=C(C)C1=NC(=CC=C1)C(C)=NC1=C(C=C(C=C1C)C)Br 2-[1-(2,4,6-Trimethylphenylimino)ethyl]-6-[1-(2-bromo-4,6-Dimethylphenylimino)ethyl]pyridin